alpha-ethylhexanoyl chloride C(C)C(C(CCCC)Cl)=O